C1(=CC(=CC=C1)NC(=O)NCCC(=O)O)C N-(m-tolylaminocarbonyl)β-alanine